IC1=C2C(OC(C2=CC=C1I)=O)=O 4,5-diiodoisobenzofuran-1,3-dione